CC=1C(OC2C1CCC(C2)C)=O 3,6-dimethyl-5,6,7,7a-tetrahydro-4H-1-benzofuran-2-one